N-([1,1'-Biphenyl]-4-yl)-4-methoxy-6-(1H-pyrazol-1-yl)nicotinamide C1(=CC=C(C=C1)NC(C1=CN=C(C=C1OC)N1N=CC=C1)=O)C1=CC=CC=C1